Aminouracile NC=1C(NC(NC1)=O)=O